(1-(tert-butyl)-3-nitro-1H-pyrazol-5-yl)methanol C(C)(C)(C)N1N=C(C=C1CO)[N+](=O)[O-]